C[Si](OC1=NC=CC=N1)(C)C 2-((trimethylsilyl)oxy)pyrimidine